2-(difluoromethyl)-5-(5-fluoro-6-((4-(1,2,3,4-tetrahydroisoquinolin-7-yl)-1H-1,2,3-triazol-1-yl)methyl)pyridin-3-yl)-1,3,4-oxadiazole FC(C=1OC(=NN1)C=1C=NC(=C(C1)F)CN1N=NC(=C1)C1=CC=C2CCNCC2=C1)F